tri-(dimethylamino)methyl-phenol CN(C)C(N(C)C)(N(C)C)C1=C(C=CC=C1)O